Tetranatrium Iminosuccinat N=C(C(=O)[O-])CC(=O)[O-].[Na+].[Na+].[Na+].[Na+].N=C(C(=O)[O-])CC(=O)[O-]